cis-4-(2-Amino-2-methylpropanoyl)-N-(1-(4-((4-amino-3-(hydroxymethyl)piperidin-1-yl)methyl)phenyl)-2-oxo-1,2-dihydropyrimidin-4-yl)piperazine-1-carboxamide hydrochloride salt Cl.NC(C(=O)N1CCN(CC1)C(=O)NC1=NC(N(C=C1)C1=CC=C(C=C1)CN1C[C@H]([C@H](CC1)N)CO)=O)(C)C